S(N)([O-])=O sulfamite